8,8,12,12-tetramethyl-8,12-dihydro-4H-benzo[9,1]quinolizino[3,4,5,6,7-defg]acridin-4-one CC1(C=2C3=C(C(C4=CC=CC=5C(C=6C=CC=C1C6N3C45)(C)C)=O)C=CC2)C